[N+](=O)([O-])C=1C=C(C=C(C(=O)OC)C(=O)C)C=CC1 methyl 2-(3-nitrobenzylidene)-acetoacetate